1-(4-(6-chloro-8-fluoro-7-(2-fluoro-6-hydroxyphenyl)-2-(3-(4-methyl-piperazin-1-yl)azetidin-1-yl)quinazolin-4-yl)piperazin-1-yl)prop-2-en-1-one ClC=1C=C2C(=NC(=NC2=C(C1C1=C(C=CC=C1O)F)F)N1CC(C1)N1CCN(CC1)C)N1CCN(CC1)C(C=C)=O